FC1=C(C(=C(C(=C1[B-](C1=C(C(=C(C(=C1F)F)F)F)F)(C1=C(C(=C(C(=C1F)F)F)F)F)C1=C(C(=C(C(=C1F)F)F)F)F)F)F)F)F.C(CCC)[NH3+] Butylammonium tetrakis(pentafluorophenyl)borate